O=C1N(C(C2=CC=CC=C12)=O)CC1CC2(C1)CCN(CC2)C(=O)OC(C)(C)C tert-butyl 2-((1,3-dioxoisoindolin-2-yl) methyl)-7-azaspiro[3.5]nonane-7-carboxylate